4-((2r,4r)-4-ethoxy-1-((5-methoxy-6,7-dimethyl-1H-indol-4-yl)methyl)piperidin-2-yl)benzoic acid C(C)O[C@H]1C[C@@H](N(CC1)CC1=C2C=CNC2=C(C(=C1OC)C)C)C1=CC=C(C(=O)O)C=C1